5-((2S,4R)-4-(4-(4,4-difluorocyclohexyl)-6,7-dimethylpteridin-2-yl)tetrahydro-2H-pyran-2-yl)-1-methylpyridin-2(1H)-one FC1(CCC(CC1)C1=NC(=NC2=NC(=C(N=C12)C)C)[C@H]1C[C@H](OCC1)C=1C=CC(N(C1)C)=O)F